C(#N)C=1C=C2\C(\C3=NC4=CC=C(C=C4C(N3C2=CC1)=O)CNS(=O)(=O)NC(OC(C)(C)C)=O)=N/OC tert-butyl (E)-(N-((8-cyano-6-(methoxyimino)-12-oxo-6,12-dihydroindolo[2,1-b]quinazolin-2-yl)methyl)sulfamoyl)carbamate